ClC=1C(=NC(=NC1)NC=1C(=NN(C1)C1CC(C1)C#N)C)OCC1C(CNCC1)F 3-(4-((5-chloro-4-((3-fluoropiperidin-4-yl)methoxy)pyrimidin-2-yl)amino)-3-methyl-1H-pyrazol-1-yl)cyclobutane-1-carbonitrile